C1(=C(C=CC=C1)C#CC1=NNC2=CC=C(C=C12)C(=O)N1CCNCC1)C1=CC=CC=C1 4-(3-([1,1'-Biphenyl]-2-ylethynyl)-1H-indazole-5-carbonyl)piperazin